[Si](C)(C)(C(C)(C)C)OC1=CC=2N(C3=CC=CC=C3C2C=C1C=C(C(=O)OC)C#N)CCC methyl 3-(2-((tert-butyldimethylsilyl) oxy)-9-propyl-9H-carbazole-3-yl)-2-cyanoacrylate